O1C(=CC=C1C(=O)N)C(=O)N furane-2,5-dicarboxamide